bis{3,4,6-trichloro-2-[(2,2-diphenylethoxy)carbonyl] phenyl}-Oxalat ClC=1C(=C(C(=CC1Cl)Cl)OC(C(=O)OC1=C(C(=C(C=C1Cl)Cl)Cl)C(=O)OCC(C1=CC=CC=C1)C1=CC=CC=C1)=O)C(=O)OCC(C1=CC=CC=C1)C1=CC=CC=C1